C(#N)[C@@H]1N(CCC2=C1C(=NN2C2=CC=C(C=C2)C(C)C)N(C)CC(=O)OC)C(=O)OC(C)(C)C |r| tert-butyl (rac)-4-cyano-1-(4-isopropylphenyl)-3-[(2-methoxy-2-oxoethyl)(methyl)amino]-4H,6H,7H-pyrazolo[4,3-c]pyridine-5-carboxylate